C(C)(C)(C)OC(=O)N1CC2(N(C3=NC(=CC=C3CC2)C)CC2=CC=C(C=C2)OC)CC1CO 5-(hydroxymethyl)-1'-(4-methoxybenzyl)-7'-methyl-3',4'-dihydro-1'h-spiro[pyrrolidine-3,2'-[1,8]naphthyridine]-1-carboxylic acid tert-butyl ester